FC(COP(=O)(OCC(F)(F)F)[O-])(F)F.C(C)N1C=[N+](C=C1)C 1-Ethyl-3-methylimidazolium bis(2,2,2-trifluoroethyl)phosphate